BrC1(O)[C@](O)([C@@](O)([C@](O)([C@H](O1)C(O)C(C[2H])=O)C(C[2H])=O)C(C[2H])=O)C(C[2H])=O 1-bromo-2,3,4,6-tetra-acetyl-α-d-glucopyranose